3-(3-((1-benzoyl-1H-indol-3-yl)methyl)-1-methyl-2-oxoindolin-3-yl)-1,1-dimethylurea C(C1=CC=CC=C1)(=O)N1C=C(C2=CC=CC=C12)CC1(C(N(C2=CC=CC=C12)C)=O)NC(N(C)C)=O